[8-[chlorocarbonyl-[(1-methyl-4-piperidyl)methyl]amino]-15-(4,4-dipentoxybutanoyloxy)pentadecyl] 4,4-dipentoxybutanoate C(CCCC)OC(CCC(=O)OCCCCCCCC(CCCCCCCOC(CCC(OCCCCC)OCCCCC)=O)N(CC1CCN(CC1)C)C(=O)Cl)OCCCCC